ClC=1C(=C(C=CC1F)[C@H](NC(=O)N1[C@@H](C(NCC1)=O)C)C1CC(C1)(C)C)F |o1:8| (2R)-N-((R or S)-(3-chloro-2,4-difluoro-phenyl)(3,3-dimethyl-cyclobutyl)methyl)-2-methyl-3-oxopiperazine-1-carboxamide